C(C)N1C(CCC1)(C(=O)C1=NCCC1)C(=O)OC N-ethyl-2-(methoxycarbonyl)-2-(1-pyrroline-2-carbonyl)tetrahydropyrrole